C(C)C(CN(C1=NC(=NC(=N1)OCC)NCCC[Si](OCC)(OCC)OCC)CC(CCCC)CC)CCCC 2-bis(2-ethylhexyl)amino-4-ethyloxy-6-(3-triethoxysilylpropyl)amino-1,3,5-triazine